3-(5-(4-methylpiperazin-1-yl)-1H-pyrazolo[4,3-b]pyridin-3-yl)propanoic acid CN1CCN(CC1)C1=CC=C2C(=N1)C(=NN2)CCC(=O)O